2,2-dimethyl-1-(5-(pyridin-2-yl)-4,5-dihydro-1H-pyrazol-1-yl)propan-1-one CC(C(=O)N1N=CCC1C1=NC=CC=C1)(C)C